[2-(methacryloyloxy)ethyl]-dimethyl-(5-sulfopentyl)-ammonium hydroxide [OH-].C(C(=C)C)(=O)OCC[N+](CCCCCS(=O)(=O)O)(C)C